3-(5-(2-((tert-Butyldiphenylsilyl)oxy)-1-(4-nitro-1H-pyrazol-1-yl)ethyl)-4-methylpyrimidin-2-yl)-3-azabicyclo[3.1.0]hexan-2-one [Si](C1=CC=CC=C1)(C1=CC=CC=C1)(C(C)(C)C)OCC(N1N=CC(=C1)[N+](=O)[O-])C=1C(=NC(=NC1)N1C(C2CC2C1)=O)C